CN1C2=NC(=NC=C2N=C1C1=CC=NC=C1)C1=NC(=CC=C1)C1CC(NCC1)C 9-methyl-2-(6-(2-methylpiperidin-4-yl)pyridin-2-yl)-8-(pyridin-4-yl)-9H-purin